Cl.Cl.C(#C)C1=CC=C(C=N1)NC(=O)C1CNC1 N-(6-ethynylpyridin-3-yl)azetidine-3-carboxamide dihydrochloride